(4-aminophenyl)-6-bromo-1-methyl-1H-indazol-3-amine NC1=CC=C(C=C1)C1=C2C(=NN(C2=CC(=C1)Br)C)N